18-hydroxy-4,6,8,10,12,14,16-heptamethylnonadecyl methoxymethyl ether COCOCCCC(CC(CC(CC(CC(CC(CC(CC(C)O)C)C)C)C)C)C)C